C(C(CO)(CO)N)O.C(C(CO)(CO)N)O.C(=O)(O)O Triscarbonate